C/C/1=C\CC(/C=C/C/C(=C/CC1)/C)(C)C 3,7,10-Humulatriene